3-fluoro-5-methyl-2-(4-{[(3R)-1-(propan-2-yl)piperidin-3-yl]amino}pyrrolo[1,2-d][1,2,4]triazin-1-yl)phenol FC=1C(=C(C=C(C1)C)O)C=1C=2N(C(=NN1)N[C@H]1CN(CCC1)C(C)C)C=CC2